2-((4-fluorobenzyl)oxy)-1-naphthaleneacetaldehyde FC1=CC=C(COC2=C(C3=CC=CC=C3C=C2)CC=O)C=C1